(R)-N-(5-((6-(3-(3-fluoro-5-(3-fluorophenoxy)phenyl)isoxazolidin-2-yl)pyrimidin-4-yl)amino)-4-methoxy-2-morpholinophenyl)acrylamide FC=1C=C(C=C(C1)OC1=CC(=CC=C1)F)[C@@H]1N(OCC1)C1=CC(=NC=N1)NC=1C(=CC(=C(C1)NC(C=C)=O)N1CCOCC1)OC